C1(=CCCCC1)C1=CC2=C(N=CN=C2N(CC2CCOCC2)C)N1 6-(Cyclohex-1-en-1-yl)-N-methyl-N-((tetrahydro-2H-pyran-4-yl)methyl)-7H-pyrrolo[2,3-d]pyrimidin-4-amine